C([S-])([S-])([S-])[O-] trithioorthocarbonate